N(=[N+]=[N-])CCC(C(CS(=O)(=O)C)=O)(C)C 5-azido-1-(methylsulfonyl)-3,3-dimethyl-2-pentanone